C(C)(=O)C=1N(C=CC1)CC1=CC=C(C(=O)OC)C=C1 Methyl 4-((2-acetyl-1H-pyrrol-1-yl)methyl)benzoate